N1CCC(CC1)OC1CN(CC1)C(=O)OC(C)(C)C tert-butyl 3-(piperidin-4-yloxy)pyrrolidine-1-carboxylate